4-(5-cyano-3-methyl-1H-pyrazol-1-yl)benzoic acid C(#N)C1=CC(=NN1C1=CC=C(C(=O)O)C=C1)C